BrC1=CC(N(C=C1[N+](=O)[O-])CC(=O)OCC)=O 1-Ethyl 2-(4-bromo-5-nitro-2-oxo-1-pyridyl)acetate